N,N-dimethyl-5-(tris(((Z)-dec-4-en-1-yl)oxy)silyl)pentan-1-amine CN(CCCCC[Si](OCCC\C=C/CCCCC)(OCCC\C=C/CCCCC)OCCC\C=C/CCCCC)C